7-(methoxymethyl)imidazo[1,2-a]pyridine-3-carboxylic acid COCC1=CC=2N(C=C1)C(=CN2)C(=O)O